CC1=C(C=C(C=C1)C1=NN=C(N1)C1=CC=CC=C1)S(=O)(=O)N1CCOCC1 4-((2-Methyl-5-(5-phenyl-4H-1,2,4-triazol-3-yl)phenyl)sulfonyl)morpholin